Tert-butyl 1-(4-((5-azido-7-(butylamino)-2H-pyrazolo[4,3-d]pyrimidin-2-yl)methyl)-3-methoxyphenyl)piperidine-4-carboxylate N(=[N+]=[N-])C=1N=C(C=2C(N1)=CN(N2)CC2=C(C=C(C=C2)N2CCC(CC2)C(=O)OC(C)(C)C)OC)NCCCC